C(#N)C1=CC=C(OCC(=O)N(CC=2SC=CC2)CC)C=C1 2-(4-cyanophenoxy)-N-ethyl-N-(thiophen-2-ylmethyl)acetamide